BrC1=C(C=2N=CN=C(C2S1)C1=CC(=CC(=C1)C)C)C(C)C 6-bromo-4-(3,5-dimethylphenyl)-7-isopropylthieno[3,2-d]pyrimidine